ClC=1C=C(C=C(C1OC=1C=C2C(=CN(C2=CC1)S(=O)(=O)C1=CC=C(C=C1)C)C1=CC=CC=C1)Cl)N1N=C(C(NC1=O)=O)C#N 2-(3,5-dichloro-4-[[1-(4-methyl-benzene-sulfonyl)-3-phenylindol-5-yl]oxy]phenyl)-3,5-dioxo-4H-1,2,4-triazine-6-carbonitrile